[N+](=O)([O-])C1=C(C(=O)C2=CC=CC=C2)C=CC(=C1)[N+](=O)[O-] 2,4-dinitrobenzophenone